1-(3-(4-amino-5-(3-fluoro-4-((4-methylpyrimidin-2-yl)oxy)phenyl)-7-methyl-5H-pyrrolo[3,2-d]pyrimidin-6-yl)-2,5-dihydro-1H-pyrrol-1-yl)prop-2-en-1-one NC=1C2=C(N=CN1)C(=C(N2C2=CC(=C(C=C2)OC2=NC=CC(=N2)C)F)C=2CN(CC2)C(C=C)=O)C